N1=C(N=CC=C1)C1=C(C=O)C=CC=C1 pyrimidin-2-yl-benzaldehyde